benzoxaoxazine O1ON=CC2=C1C=CC=C2